C(C)OC(=O)C1=C(C(=NN1)C)C 3,4-dimethyl-1H-pyrazole-5-carboxylic acid ethyl ester